(R)-1'-(3-((2-amino-3-chloropyridin-4-yl)thio)-1H-pyrazolo[3,4-b]pyrazin-6-yl)-1,3-dihydrospiro[inden-2,4'-piperidin]-1-amine NC1=NC=CC(=C1Cl)SC1=NNC2=NC(=CN=C21)N2CCC1(CC2)[C@H](C2=CC=CC=C2C1)N